NC1=NC2=C(C(=CC=C2C(=C1)O)C1=CC=NN1)F 2-Amino-8-fluoro-7-(1H-pyrazol-5-yl)quinolin-4-ol